4-bromo-5-fluoro-2-[(2S)-pent-2-yloxy]benzonitrile BrC1=CC(=C(C#N)C=C1F)O[C@@H](C)CCC